2-((methylamino)methyl)-5-(tetrahydro-2H-pyran-4-yl)-3H-imidazo[4,5-c]pyridin-4(5H)-one hydrochloride Cl.CNCC1=NC2=C(C(N(C=C2)C2CCOCC2)=O)N1